C1(CC1)NC1=C(C=NC=C1)C(=O)NCC(COC1=C2C(N(C(C2=CC=C1)=O)C1C(NC(CC1)=O)=O)=O)F 4-(cyclopropylamino)-N-[3-[2-(2,6-dioxo-3-piperidyl)-1,3-dioxo-isoindolin-4-yl]oxy-2-fluoro-propyl]pyridine-3-carboxamide